aminoxyacetoacetate O(N)CC(CC(=O)[O-])=O